1,2-diisobutylphthalate C(C(C)C)C1(C(=O)[O-])C(C(=O)[O-])(C=CC=C1)CC(C)C